C1(CC1)C1=NNC(=C1)NC1=CC2=C(C(=NO2)NS(=O)(=O)C2=C(C=C(C=C2OC)C=2N=CC3=C(N2)CNCC3)OC)C=C1OC N-{6-[(3-cyclopropyl-1H-pyrazol-5-yl)amino]-5-methoxy-1,2-benzoxazol-3-yl}-2,6-dimethoxy-4-(5,6,7,8-tetrahydropyrido[3,4-d]pyrimidin-2-yl)benzene-1-sulfonamide